2-bromo-3-isopropyl-4-methylaniline BrC1=C(N)C=CC(=C1C(C)C)C